NC1(CN(CCC1)C1=C(C=C(C=C1)C1=CC(=CC=C1)F)CN1C2=NC=NC(=C2N=C1)N)C(=O)NC 3-amino-1-(3-((6-amino-9H-purin-9-yl)methyl)-3'-fluoro-[1,1'-biphenyl]-4-yl)-N-methylpiperidine-3-carboxamide